N=1C=NN2C1C=C(C=C2)OC2=C(C=C(C=C2)NC2=NC=NC1=CC(=C(C=C21)OC2CC1CCC(C2)N1C(C=C)=O)OC)C 1-(endo-3-((4-((4-([1,2,4]Triazolo[1,5-a]pyridin-7-yloxy)-3-methyl-phenyl)amino)-7-methoxyquinazolin-6-yl)oxy)-8-azabicyclo[3.2.1]octan-8-yl)prop-2-en-1-one